2-{[(2R,7aS)-2-fluoro-hexahydropyrrolizin-7a-yl]methoxy}-4-(azetidin-1-yl)-7-[7-fluoro-3-hydroxy-8-(1-methyl-1,2,3-triazol-4-yl)naphthalen-1-yl]-8-methylpyrano[4,3-d]pyrimidin-5-one F[C@@H]1C[C@@]2(CCCN2C1)COC=1N=C(C2=C(N1)C(=C(OC2=O)C2=CC(=CC1=CC=C(C(=C21)C=2N=NN(C2)C)F)O)C)N2CCC2